3-(4-Benzylpiperidin-1-yl)-N-(1H-indol-2-yl)propionamide C(C1=CC=CC=C1)C1CCN(CC1)CCC(=O)NC=1NC2=CC=CC=C2C1